2-Ethyl-2-hexyloctanoat C(C)C(C(=O)[O-])(CCCCCC)CCCCCC